FC=1C2N(C=C(C1)B1OC(C(O1)(C)C)(C)C)CC(=N2)C 8-fluoro-2-methyl-6-(4,4,5,5-tetramethyl-1,3,2-dioxaborolan-2-yl)-3,8a-dihydroimidazo[1,2-a]pyridine